(R)-1-(benzyloxy)tetradec-7-yn-3-ol C(C1=CC=CC=C1)OCC[C@@H](CCCC#CCCCCCC)O